C(C)SC1=NC=C(C=N1)CN1CCN(CC1)C=1OC2=C(N1)C=CC=C2F 2-(4-((2-(ethylthio)pyrimidin-5-yl)methyl)piperazin-1-yl)-7-fluorobenzo[d]oxazole